Naphthalene-3-sulfonic acid dimethylamide CN(S(=O)(=O)C=1C=CC2=CC=CC=C2C1)C